5-bromo-1-(2-(4-fluoro-2-methoxy-5-nitrophenylamino)pyrimidin-4-yl)-3-methyl-1H-benzo[d]imidazol-2(3H)-one BrC1=CC2=C(N(C(N2C)=O)C2=NC(=NC=C2)NC2=C(C=C(C(=C2)[N+](=O)[O-])F)OC)C=C1